1,3-dimethyltetravinyldisiloxane C[Si](O[Si](C)(C=C)C=C)(C=C)C=C